(3S,4R,6R)-4-(3,4-difluoro-2-methylphenyl)-6-methyl-6-(trifluoromethyl)tetrahydro-2H-pyran-3-carboxylic acid FC=1C(=C(C=CC1F)[C@H]1[C@@H](CO[C@](C1)(C(F)(F)F)C)C(=O)O)C